C(C)(C)(C)OC(=O)N1CC(C(CC1)N1CCC2(CC(C2)N2C=NC3=CC=C(C=C3C2=O)OC2=C(C(=CC=C2F)NS(N(C)CC)(=O)=O)C#N)CC1)(F)F tert-butyl-4-[2-[6-[2-cyano-3-[[ethyl(methyl)sulfamoyl]amino]-6-fluoro-phenoxy]-4-oxo-quinazolin-3-yl]-7-azaspiro[3.5]nonan-7-yl]-3,3-difluoro-piperidine-1-carboxylate